L-cysteine nitrogen [N].N[C@@H](CS)C(=O)O